C(#N)C=1C=CC=2N(C(N=C(C2N1)N1C[C@H](N(C[C@@H]1CC)C(C(=O)N(C)CC1CC1)C1=CC=C(C=C1)C(F)(F)F)CC)=O)C 2-((2r,5s)-4-(6-cyano-1-methyl-2-oxo-1,2-dihydropyrido[3,2-d]pyrimidin-4-yl)-2,5-diethylpiperazin-1-yl)-N-(cyclopropylmethyl)-N-methyl-2-(4-(trifluoromethyl)phenyl)acetamide